fluorenonyl-phenyl-iodonium C1(C(=CC=C2C3=CC=CC=C3C=C12)[I+]C1=CC=CC=C1)=O